tridecanamine C(CCCCCCCCCCCC)N